O[C@H]1C[C@H](C2(C1)CCN(CC2)C(=O)OC(C)(C)C)NS(=O)C(C)(C)C tert-butyl (1R,3R)-3-hydroxy-1-[(2-methylpropan-2-sulfinyl) amino]-8-azaspiro[4.5]decane-8-carboxylate